C1(=C(C=CC=C1)NC1=NC=2C(N=C1NC1=C(C=CC=C1)C)=NON2)C N5,N6-di-o-tolyl-[1,2,5]oxadiazolo[3,4-b]pyrazine-5,6-diamine